3-Fluoro-6-methylpicolinaldehyde FC=1C(=NC(=CC1)C)C=O